Isoquinoline-6,6-d2 C1=NC=CC=2CC(C=CC12)([2H])[2H]